4-(aminomethyl)-6-(6-phenylimidazo[1,2-a]pyridin-3-yl)phthalazin-1(2H)-one NCC1=NNC(C2=CC=C(C=C12)C1=CN=C2N1C=C(C=C2)C2=CC=CC=C2)=O